C(C1=CC=CC=C1)O[C@@H]1[C@@H](CO[C@@H]([C@@H]1OCC1=CC=CC=C1)COCC1=CC=CC=C1)COS(=O)(=O)C1=CC=C(C=C1)C.N1=C(C(=C(C=C1)C#N)C#N)C#N pyridinetrinitrile ((3S,4R,5R,6R)-4,5-bis(benzyloxy)-6-((benzyloxy)methyl)tetrahydro-2H-pyran-3-yl)methyl-4-methylbenzenesulfonate